1-[(2,4-difluorophenyl)methyl]-1-[(3s,4s)-1,3-dimethylpiperidin-4-yl]-3-{[4-(propan-2-yloxy)phenyl]methyl}urea FC1=C(C=CC(=C1)F)CN(C(=O)NCC1=CC=C(C=C1)OC(C)C)[C@@H]1[C@H](CN(CC1)C)C